FC=1C=C(C(=NC1)C1(C=C(C(C(C1)(C)C)=O)C#N)OC)C1=CC(=NC=C1)C 3-[5-fluoro-3-(2-methyl-4-pyridyl)-2-pyridyl]-3-methoxy-5,5-dimethyl-6-oxo-cyclohexene-1-carbonitrile